CC(C(CC=CC)C(=O)OC)C(=O)OC dimethyl hept-5-ene-2,3-dicarboxylate